C1(=C(C(=C(C1([2H])[2H])[2H])[2H])[2H])[2H] cyclopentadiene-d6